Cl.C(CCCCC)NC(=N)NC(=N)N N1-hexyl-Biguanide Hydrochloride